C(=O)(O)C1=C(C=C(C=C1)C1CCC(CC1)(C)C)NC(=O)C1=CC=C(C=C1)O 2-{[2-carboxy-5-(4,4-dimethylcyclohexyl)phenyl]carbamoyl}-5-hydroxybenzene